C(C)(=O)N[C@H]1[C@@H](O)O[C@@H]([C@H]([C@@H]1O)O)CO N-Acetyl-alpha-D-glucosamine